ON([C@@H]([C@@H](C)CC)C(=O)O)O (di-hydroxy)isoleucine